(3-fluoroazetidin-1-yl)-(5-phenyl-6,7-dihydro-5H-pyrrolo[1,2-b][1,2,4]triazol-2-yl)methanone FC1CN(C1)C(=O)C=1N=C2N(N1)C(CC2)C2=CC=CC=C2